silver-tin-tellurium [Te].[Sn].[Ag]